(S)-2-amino-5-(4-(2-(3,5-difluorophenyl)-2-hydroxyacetamido)-2-ethylphenyl)-N-ethylnicotinamide NC1=C(C(=O)NCC)C=C(C=N1)C1=C(C=C(C=C1)NC([C@@H](O)C1=CC(=CC(=C1)F)F)=O)CC